N-(3-aminopropyl)-2-ethyl-4-[[3-[3-(trifluoromethyl)-1H-pyrazol-4-yl]imidazo[1,2-a]pyrazin-8-yl]amino]benzamide hydrochloride Cl.NCCCNC(C1=C(C=C(C=C1)NC=1C=2N(C=CN1)C(=CN2)C=2C(=NNC2)C(F)(F)F)CC)=O